ClC=1C(=C(C(=O)O)C=CC1)NC(C)C=1C=C(C=C2C(C=C(OC12)N1CCC(CC1)(C)C)=O)C 3-Chloro-2-[1-[2-(4,4-dimethyl-1-piperidyl)-6-methyl-4-oxo-chromen-8-yl]ethylamino]benzoic acid